(R)-5-chloro-2-(4-fluoro-2-methylphenoxy)-N-(2-(N-(pyrrolidin-3-ylmethyl)sulfamoyl)pyridin-4-yl)-4-(trifluoromethyl)benzamide ClC=1C(=CC(=C(C(=O)NC2=CC(=NC=C2)S(NC[C@H]2CNCC2)(=O)=O)C1)OC1=C(C=C(C=C1)F)C)C(F)(F)F